6-{5-chloro-2-[(Oxan-4-yl)amino]pyrimidin-4-yl}-2-{2-[2-(hydroxymethyl)-2,3,4,5-tetrahydro-1H-3-benzoazepin-3-yl]-2-oxoethyl}-2,3-dihydro-1H-isoindol-1-one ClC=1C(=NC(=NC1)NC1CCOCC1)C1=CC=C2CN(C(C2=C1)=O)CC(=O)N1CCC2=C(CC1CO)C=CC=C2